NC1=NC=C(C2=C1C=NN2)NC(=O)C(=O)N([C@H](C)C2=NC=C(C=C2)C(F)(F)F)C N-(4-amino-1H-pyrazolo[4,3-c]pyridin-7-yl)-N'-methyl-N'-[(1R)-1-[5-(trifluoromethyl)-2-pyridyl]ethyl]oxamide